C(C)(C)(C)C1=NOC(=N1)C(=O)N[C@@H]1C2=C(CN(CC1)C1COC1)C=C(C=C2)C2=NC=NC(=N2)NC2=NN(C=C2)C (S)-3-(tert-butyl)-N-(8-(4-((1-methyl-1H-pyrazol-3-yl)amino)-1,3,5-triazin-2-yl)-2-(oxetan-3-yl)-2,3,4,5-tetrahydro-1H-benzo[c]azepin-5-yl)-1,2,4-oxadiazole-5-carboxamide